[K+].C(C(=O)[O-])(=O)[O-].[K+] Oxalic acid, potassium salt